3-Thiopheneboronic acid S1C=C(C=C1)B(O)O